ClC1=NC(=C(N=C1C1=CC=CC=C1)Cl)C1=CC=CC=C1 2,5-dichloro-3,6-diphenylpyrazine